CC(=CCC1=C(C=C(C=C1O)CCC1=CC=C(C=C1)C)O)C 2-(3-Methylbut-2-enyl)-5-[2-(4-methylphenyl)ethyl]benzene-1,3-diol